tert-butyl 4-[(2,2-difluoro-6-{2-[(2-methanesulfonylethyl)amino]-4-(methoxycarbonyl)phenyl}-7-azaspiro[3.5]nonan-7-yl)methyl]-5-methoxy-7-methylindole-1-carboxylate FC1(CC2(C1)CC(N(CC2)CC2=C1C=CN(C1=C(C=C2OC)C)C(=O)OC(C)(C)C)C2=C(C=C(C=C2)C(=O)OC)NCCS(=O)(=O)C)F